8-hydroxy-7-((R)-5H-imidazo[5,1-a]isoindol-5-yl)-5,6,7,8-tetrahydronaphthalene-2-carboxamide OC1C(CCC=2C=CC(=CC12)C(=O)N)[C@H]1N2C(C3=CC=CC=C13)=CN=C2